(E)-4-(2-(2-Chlorophenyl)piperidin-1-yl)-N-(3-(methylsulfonyl)allyl)benzamide ClC1=C(C=CC=C1)C1N(CCCC1)C1=CC=C(C(=O)NC\C=C\S(=O)(=O)C)C=C1